FC=1C=C(C=CC1F)[C@@H](CN1C(=NC2=C1C=CC=1CCN(CC21)C(=O)OC)[C@@H]2C[C@H](CCC2)C(=O)O)C (1S,3S)-3-[3-[(2S)-2-(3,4-difluorophenyl)propyl]-8-(methoxycarbonyl)-3H,6H,7H,8H,9H-imidazo[4,5-h]isoquinolin-2-yl]cyclohexane-1-carboxylic acid